6-amino-5-bromo-N,N-dimethylpyridineamide NC1=C(C=CC(=N1)C(=O)N(C)C)Br